N,N-dimethyl-3-((5-oxo-2-(p-tolyl)oxazol-4(5H)-ylidene)methyl)-1H-indole-1-sulfonamide CN(S(=O)(=O)N1C=C(C2=CC=CC=C12)C=C1N=C(OC1=O)C1=CC=C(C=C1)C)C